COC(=O)C1=NC=CC=C1NC(CC(=O)OCC)=O 3-[(3-ethoxy-3-oxo-propionyl)amino]pyridine-2-carboxylic acid methyl ester